FC1=CC=C(C=C1)CC(C)C=1N=C(C2=C(N1)OC(=C2C(=O)N)C)NC2(CC2)C [1-(4-fluorophenyl)propan-2-yl]-6-methyl-4-[(1-methylcyclopropyl)amino]furo[2,3-d]pyrimidine-5-carboxamide